N-(6-(2,3-dihydrobenzofuran-6-yl)-1H-indazol-3-yl)-1-phenylpiperidine-4-carboxamide O1CCC2=C1C=C(C=C2)C2=CC=C1C(=NNC1=C2)NC(=O)C2CCN(CC2)C2=CC=CC=C2